NC=1NC(C=2N(C(N(C2N1)[C@@H]1O[C@@H](C[C@H]1O)CO)=O)CC1(CC1)C(F)(F)F)=O 2-Amino-9-((2R,3R,5S)-3-hydroxy-5-(hydroxymethyl)tetrahydrofuran-2-yl)-7-((1-(trifluoromethyl)cyclopropyl)methyl)-7,9-dihydro-1H-purin-6,8-dion